methyl phenyl dimethyl silicate [Si](OC)(OC1=CC=CC=C1)(OC)OC